(2R)-2-[6-(2,5-dichloropyrimidin-4-yl)-1-oxo-2,3-dihydro-1H-isoindol-2-yl]-N-[(1R)-1-[3-(difluoromethoxy)phenyl]ethyl]-3-hydroxypropanamide ClC1=NC=C(C(=N1)C1=CC=C2CN(C(C2=C1)=O)[C@@H](C(=O)N[C@H](C)C1=CC(=CC=C1)OC(F)F)CO)Cl